6-(4-(4-Chloro-2-methoxyphenyl)-5-hydroxy-1H-pyrazol-1-yl)nicotinic acid ClC1=CC(=C(C=C1)C=1C=NN(C1O)C1=NC=C(C(=O)O)C=C1)OC